C1(=CC=CC=C1)CCCCI phenylbutyl iodide